2-(5-(cyclopropylmethyl)-3-(3'-ethyl-6-fluoro-4'-methoxy-[1,1'-biphenyl]-3-yl)-4-(3-fluoro-4-sulfamoylbenzyl)-1H-pyrazol-1-yl)thiazole-4-carboxylic acid C1(CC1)CC1=C(C(=NN1C=1SC=C(N1)C(=O)O)C=1C=C(C(=CC1)F)C1=CC(=C(C=C1)OC)CC)CC1=CC(=C(C=C1)S(N)(=O)=O)F